(6-Amino-4-methoxy-3',4',5',6'-tetrahydro-2'H-[3,4']bipyridinyl-1'-yl)-[4-methoxy-5-(4-trifluoromethyl-phenyl)-pyridin-2-yl]-methanone NC1=CC(=C(C=N1)C1CCN(CC1)C(=O)C1=NC=C(C(=C1)OC)C1=CC=C(C=C1)C(F)(F)F)OC